P(=O)(O)(O)O.C(C)C(C(=O)O)O ethyl-glycolic acid phosphate